1-methyl-3-difluoromethyl-1H-pyridine-4-carbonyl chloride CN1CC(=C(C=C1)C(=O)Cl)C(F)F